C(C=C)(=O)NC=1C=C(C=CC1C)C1=C(NC2=NC=C(C=C21)C(=O)OC(C)C)I isopropyl 3-(3-acrylamido-4-methylphenyl)-2-iodo-1H-pyrrolo[2,3-b]pyridine-5-carboxylate